P(=O)(O)(O)OC1=C(C(=O)O)C=CC=C1 2-(Phosphonooxy)benzoic acid